N=C1N(C2=C(C=NC=3C=CC(=CC23)C=2C=CC(=NC2)N)N1C)C=1C(=NC=NC1)C 5-(2-Imino-3-methyl-1-(4-methylpyrimidin-5-yl)-2,3-dihydro-1H-imidazo[4,5-c]quinolin-8-yl)pyridin-2-amine